C(OC1=CC=C(C=C1)[N+](=O)[O-])(OC1(CCCC1)C(F)(F)F)=O 4-Nitrophenyl (1-(trifluoromethyl)cyclopentyl) carbonate